ClC1=C(C(=O)NC2=C3C=NN(C3=CC=C2)C)C=C(C=C1)CNC(C(C)(C)C)=O 2-chloro-5-{[(2,2-dimethylpropionyl)amino]methyl}-N-(1-methyl-1H-indazol-4-yl)benzamide